2-((6-((2-amino-2-oxoethyl)(methyl)amino)-3,5-dicyano-4-ethylpyridin-2-yl)thio)-2-phenylacetamide NC(CN(C1=C(C(=C(C(=N1)SC(C(=O)N)C1=CC=CC=C1)C#N)CC)C#N)C)=O